3,3'-(1,4-phenylene)bis(2-(4-(diethylamino)phenyl)acrylonitrile) C1(=CC=C(C=C1)C=C(C#N)C1=CC=C(C=C1)N(CC)CC)C=C(C#N)C1=CC=C(C=C1)N(CC)CC